6-[4-[[4-(5-Hydroxypyridin-3-yl)-2,6-dimethoxyphenyl]methyl]piperazin-1-yl]-N-[3-nitro-4-(2-phenylsulfanylethylamino)phenyl]sulfonylpyridazine-3-carboxamide OC=1C=C(C=NC1)C1=CC(=C(C(=C1)OC)CN1CCN(CC1)C1=CC=C(N=N1)C(=O)NS(=O)(=O)C1=CC(=C(C=C1)NCCSC1=CC=CC=C1)[N+](=O)[O-])OC